CC1=C2CCC3(CCC=4C(NC(=NC4C3)SC)=O)C2=CC=C1 4-methyl-2'-(methylsulfanyl)-2,3,5',8'-tetrahydro-3'h-spiro[indene-1,7'-quinazoline]-4'(6'H)-one